FCC1CN(CCN1)C=1C(=C(N)C=CC1)[N+](=O)[O-] 3-(3-(fluoromethyl)piperazin-1-yl)-2-nitroaniline